(R)-4-nitro-3-(((tetrahydrofuran-2-yl)methyl)amino)benzoic acid methyl ester COC(C1=CC(=C(C=C1)[N+](=O)[O-])NC[C@@H]1OCCC1)=O